3-(3-(3-((tert-butyldimethylsilyl)oxy)-2-fluoropropoxy)-5-cyclopropyl-4-nitro-1H-pyrazol-1-yl)-2,5-dimethylpyridine [Si](C)(C)(C(C)(C)C)OCC(COC1=NN(C(=C1[N+](=O)[O-])C1CC1)C=1C(=NC=C(C1)C)C)F